ethyl 4-(1-benzyl-1H-1,2,3-triazol-4-yl)-3-oxobutanoate C(C1=CC=CC=C1)N1N=NC(=C1)CC(CC(=O)OCC)=O